NC=1C=C(C(=O)N)C=C(C1NC)OC 3-amino-5-methoxy-4-(methylamino)benzamide